CC(C)(C)S(=O)/N=C(\C)/C1=NC(=NS1)N1CCCCC1 (E)-2-methyl-N-(1-(3-(piperidin-1-yl)-1,2,4-thiadiazol-5-yl)ethylidene)propane-2-sulfinamide